(R*)-11-chloro-3-(2-cyclopropyl-1-(5-(pyridin-4-yl)-1H-imidazol-2-yl)ethyl)-12-fluoro-3H-spiro[benzo[e]pyrido[3,4-c]azocine-7,1'-cyclopropane]-2,5(6H,8H)-dione ClC=1C=CC2=C(C=3C(C(NC4(CC4)C2)=O)=CN(C(C3)=O)[C@H](CC3CC3)C=3NC(=CN3)C3=CC=NC=C3)C1F |o1:20|